NC1=NC=2C=CC=CC2C2=C1N=C(N2CCCCNC(C2=CC(=C(C(=C2)F)NC([C@H](C)NC(CON)=O)=O)F)=O)CCCC (S)-N-(4-(4-amino-2-butyl-1H-imidazo[4,5-c]quinolin-1-yl)butyl)-4-(2-(2-(aminooxy)acetamido)propanamido)-3,5-difluorobenzamide